tert-butyl-(1-(4-methylbenzyl)-3-(1-(2-(pyrimidin-2-yl)acetamido)-3-(p-tolyl)propan-2-yl)-1,3-dihydro-2H-benzo[d]imidazol-2-ylidene)carbamate C(C)(C)(C)OC(N=C1N(C2=C(N1CC1=CC=C(C=C1)C)C=CC=C2)C(CNC(CC2=NC=CC=N2)=O)CC2=CC=C(C=C2)C)=O